1-(1-(4-(Isochinolin-6-yl)benzyl)-1H-indol-5-yl)-5-methyl-1H-pyrazol-3-carboxamid C1=NC=CC2=CC(=CC=C12)C1=CC=C(CN2C=CC3=CC(=CC=C23)N2N=C(C=C2C)C(=O)N)C=C1